CSC1=NC(=NC=C1)C1=CN=C2SC(=CN21)C(F)(F)F 5-(4-Methylthiopyrimidin-2-yl)-2-(trifluoromethyl)imidazo[2,1-b]Thiazole